3-[2-(4-fluoropyridin-2-yl)-5H,6H,7H-cyclopenta[d]pyrimidin-4-yl]butanoic acid FC1=CC(=NC=C1)C=1N=C(C2=C(N1)CCC2)C(CC(=O)O)C